P(O)(N)O[C@H]1C[C@@H](O[C@@H]1CO)N1C(=O)N=C(N)C=C1 deoxycytidine 3'-phosphoramidite